CC1C(N(CCC1)C)(C)C Tetramethyl-Piperidin